BrC1=CC(=NNC1=O)C(=O)OC methyl 5-bromo-6-oxo-1,6-dihydropyridazine-3-carboxylate